C(C)OC1=NC=CC=N1 2-ethoxypyrimidin